4-((S)-2-azidopropanamido)benzyl P-(but-3-en-1-yl)-N-(cyclobutylmethyl)phosphonamidate C(CC=C)P(OCC1=CC=C(C=C1)NC([C@H](C)N=[N+]=[N-])=O)(=O)NCC1CCC1